S(N)(=O)(=O)Cl sulfamyl chloride